ClC=1C=2N(C=C(N1)C1=CC(=NC=C1OC)[C@@H](C)N(C(=O)NC(CCCCCO)C1=CN=C(S1)C)CC)C=CN2 1-((R)-1-(4-(8-chloroimidazo[1,2-a]pyrazin-6-yl)-5-methoxypyridin-2-yl)ethyl)-1-ethyl-3-(6-hydroxy-1-(2-methylthiazol-5-yl)hexyl)urea